N[C@H]1C[C@@H](OC[C@H]1NCCOC)C(=O)N1[C@H](C2=CC=CC=C2CC1)C1=CC=C(C=C1)F ((2R,4S,5S)-4-amino-5-((2-methoxyethyl)amino)tetrahydro-2H-pyran-2-yl)((S)-1-(4-fluorophenyl)-3,4-dihydroisoquinolin-2(1H)-yl)methanone